2-cyanoethyl-(N,N-diisopropylamino)-phosphoramidite C(#N)CCN(P([O-])[O-])N(C(C)C)C(C)C